2-[(3R)-3-[4-amino-3-(2-fluoro-4-phenoxyphenyl)pyrazolo[3,4-d]pyrimidin-1-yl]piperidine-1-carbonyl]-4-methyl-4-[4-(oxetan-3-yl)piperazin-1-yl]pent-2-enenitrile NC1=C2C(=NC=N1)N(N=C2C2=C(C=C(C=C2)OC2=CC=CC=C2)F)[C@H]2CN(CCC2)C(=O)C(C#N)=CC(C)(N2CCN(CC2)C2COC2)C